C(=O)(O)CN1N=NC(=C1)CS(=O)(=O)C1=CC(=CC=C1)OC 1-carboxymethyl-4-[3-(methoxy)phenylsulfonylmethyl]-1H-1,2,3-triazole